COCOC1=C(C=CC(=C1)C1=CN=NC(=C1)OC)C1=CC=C(N=N1)N1C[C@@H](CC1)N(C(OC(C)(C)C)=O)C1(CC1)C tert-butyl N-[(3R)-1-{6-[2-(methoxymethoxy)-4-(6-methoxypyridazin-4-yl)phenyl]pyridazin-3-yl}pyrrolidin-3-yl]-N-(1-methylcyclopropyl)carbamate